methyl 2-acetamido-4-bromobenzoate C(C)(=O)NC1=C(C(=O)OC)C=CC(=C1)Br